C1(CC1)S(=O)(=O)CC1=CSC2=C1N=C(N=C2N2[C@@H](COCC2)C)C2=C1C(=CN=C2)NC=C1 (R)-4-(7-(cyclopropylsulfonylmethyl)-2-(1H-pyrrolo[2,3-c]pyridin-4-yl)thieno[3,2-d]pyrimidin-4-yl)-3-methylmorpholine